(3-((tert-Butyldimethylsilyl)oxy)propyl)-5-chloro-1H-pyrrolo[3,2-b]pyridine-7-carbaldehyde [Si](C)(C)(C(C)(C)C)OCCCN1C=CC2=NC(=CC(=C21)C=O)Cl